1-(3-chlorophenyl)-5-(piperidine-1-carbonyl)-1H-benzo[d]imidazole-2-carboxylic acid ethyl ester C(C)OC(=O)C1=NC2=C(N1C1=CC(=CC=C1)Cl)C=CC(=C2)C(=O)N2CCCCC2